FC1=C(C=CC=2OCCOC21)C2=C(N=C1N2C=CC=N1)C1=CC(=NC=C1)C 3-(5-Fluoro-2,3-dihydrobenzo[b][1,4]dioxin-6-yl)-2-(2-methylpyridin-4-yl)imidazo[1,2-a]pyrimidine